5-bromo-N-((3S,4R)-4-hydroxytetrahydrofuran-3-yl)pyridineamide BrC=1C=CC(=NC1)C(=O)N[C@H]1COC[C@@H]1O